FC1(CN(CC1)CC1COC2(OC1)C[C@@H](N(CC2)C(=O)[C@H](CC(C)C)N2C([C@@H](NCC2)CC(C)C)=O)C)F (S)-1-[(S)-1-({(S)-3-[(3,3-Difluoro-1-pyrrolidinyl)methyl]-8-methyl-1,5-dioxa-9-aza-9-spiro[5.5]undecyl}carbonyl)-3-methylbutyl]-3-isobutyl-2-piperazinone